1-methyl-3-oxa-1-azaspiro[4.5]Decan-2-one CN1C(OCC12CCCCC2)=O